FC=1C(=NC=C(C1)OC)N1C([C@@H](N(C(C1)=O)CC1=CC=C(C=C1)C(F)(F)F)C1COC1)=O (S)-1-(3-fluoro-5-methoxy-pyridin-2-yl)-3-(oxetan-3-yl)-4-(4-(trifluoromethyl)-benzyl)piperazine-2,5-dione